(1r,2s)-N-(4-(2,6-dimethoxyphenyl)-5-(5-methyl-3-pyridinyl)-4H-1,2,4-triazol-3-yl)-1-ethoxy-1-(5-methyl-2-pyrimidinyl)-2-propane-sulfonamide COC1=C(C(=CC=C1)OC)N1C(=NN=C1C=1C=NC=C(C1)C)NS(=O)(=O)[C@H]([C@@H](C1=NC=C(C=N1)C)OCC)C